(1R,3R)-3-((tert-butyldimethylsilyloxy)methyl)cyclopentanol [Si](C)(C)(C(C)(C)C)OC[C@H]1C[C@@H](CC1)O